6-methyl-5-(pyrimidin-2-yl)-N-(pyrrolidin-3-yl)pyridin-2-amine CC1=C(C=CC(=N1)NC1CNCC1)C1=NC=CC=N1